(S)-5,7-difluoro-3,4-dihydro-2H-chromene FC1=C2CCCOC2=CC(=C1)F